N-(5,6-dichloro-9-(1-(tetrahydro-2H-pyran-2-yl)-1H-pyrazol-4-yl)-2,3-dihydro-1H-pyrrolo[1,2-a]indol-2-yl)methanesulfonamide ClC1=C(C=CC=2C(=C3N(C12)CC(C3)NS(=O)(=O)C)C=3C=NN(C3)C3OCCCC3)Cl